ClC=1NC2=CC=CC=C2C1C chloroskatole